4-hydroxy-1,3-thiazol-2-amine OC=1N=C(SC1)N